C(N)(=O)C1=CC(=C(OCC=2C3=C(SC2C(=O)OCOC([C@@H](NC(=O)OC(C)(C)C)C(C)C)=O)C=CC=C3Cl)C(=C1)F)F (((tert-Butoxycarbonyl)-L-valyl)oxy)methyl 3-((4-carbamoyl-2,6-difluorophenoxy)methyl)-4-chlorobenzo[b]thiophene-2-carboxylate